CC1=NOC(=C1S(=O)(=O)N1CC(OCC1)C=1C2=C(SC1)C=CC=C2)C 3-[4-(3,5-Dimethyl-isoxazol-4-sulfonyl)-morpholin-2-yl]-benzo[b]thiophen